FC(C=1C=C(C=CC1)C(CBr)=O)(F)F m-trifluoromethyl-α-bromoacetophenone